N-((cis)-3-(2,3-Dihydropyrrolo[3',2':5,6]pyrido[3,4-b][1,4]oxazin-1(7H)-yl)cyclobutyl)azetidine-3-sulfonamide N1(C2=C(OCC1)C=NC1=C2C=CN1)[C@H]1C[C@H](C1)NS(=O)(=O)C1CNC1